ClC=1C(=NC(=NC1)NC=1C=C(C=NC1)N1C(CCC1)=O)C=1C=NN(C1)C1CCN(CC1)C 1-(5-((5-chloro-4-(1-(1-methylpiperidin-4-yl)-1H-pyrazol-4-yl)pyrimidin-2-yl)amino)pyridin-3-yl)pyrrolidin-2-one